2-(benzoxazol-2-yl)-6-fluorobenzoic acid O1C(=NC2=C1C=CC=C2)C2=C(C(=O)O)C(=CC=C2)F